tert-Butyl 3-((5-(2-cyano-4-fluoro-5-methoxyphenyl) isoxazol-3-yl)methyl)-2-ethyl-4-oxo-3,5,7,8-tetrahydropyrido[4,3-d]pyrimidine-6(4H)-carboxylate C(#N)C1=C(C=C(C(=C1)F)OC)C1=CC(=NO1)CN1C(=NC2=C(C1=O)CN(CC2)C(=O)OC(C)(C)C)CC